C(C)(C)(C)OC(=O)N1C[C@H]([C@@H](CC1)CO)F trans-3-fluoro-4-(hydroxymethyl)piperidine-1-carboxylic acid tert-butyl ester